C(CC1=C(C(=CC(=C1)C(C)(C)CC)C(C)(C)CC)O)C1=C(C(=CC(=C1)C(C)(C)CC)C(C)(C)CC)O ethylenebis(4,6-di-tert-amylphenol)